OC1COCC2=C(N=CC=C21)C(=O)NC=2C=NC(=C(C2)C=2C=NC1=CC(=NC=C1C2)NC)C 4-hydroxy-N-(6-methyl-5-(7-(methylamino)-1,6-naphthyridin-3-yl)pyridin-3-yl)-3,4-dihydro-1H-pyrano[3,4-c]pyridine-8-carboxamide